ClC=1C(=NC(=CC1)C1=C(C2=C(OCO2)C=C1)F)C(=O)OC Methyl 3-chloro-6-(4-fluorobenzo[d][1,3]dioxol-5-yl)picolinate